C(C)N1C(=NC=2C1=NC(=CN2)N2CC(CCC2)COC2=C(C=CC=C2)C)C(=O)OCC ethyl 1-ethyl-6-(3-((o-tolyloxy)methyl)piperidin-1-yl)-1H-imidazo[4,5-b]pyrazine-2-carboxylate